N-(2-chloro-4-hydroxy-5-(methylsulfonyl)phenyl)-4-((4-(trifluoromethoxy)phenethyl)thio)benzamide ClC1=C(C=C(C(=C1)O)S(=O)(=O)C)NC(C1=CC=C(C=C1)SCCC1=CC=C(C=C1)OC(F)(F)F)=O